C(CCCCCCC)OC(CCC(=O)OCC(COC(CCCCCCCC=CCC=CCCCCC)=O)COC(=O)OC1CN(C1)C)OCCCCCCCC 3-((4,4-bis(octyloxy)butanoyl)oxy)-2-(((((1-methylazetidin-3-yl)oxy)carbonyl)oxy)methyl)propyloctadeca-9,12-dienoate